C(CCCCC)C(C(=O)OCCCCCCN(CCCC)CC(CN)O)CCCCCCCC 6-((3-amino-2-hydroxypropyl)(butyl)amino)hexyl 2-hexyldecanoate